FC1=C(C(=CC=C1)OC)N1N=C2C(=CC1=O)NN=C2C2=CC=C(C=C2)N2CCC(CC2)N2CCOCC2 5-(2-Fluoro-6-methoxyphenyl)-3-(4-(4-morpholinopiperidin-1-yl)phenyl)-1H-pyrazolo[4,3-c]pyridazin-6(5H)-on